C(C1=CC=CC=C1)(=O)O[C@@H]1[C@](O[C@H]([C@@]12CCS2)N2C(NC(C=C2)=O)=O)(CI)F (4R,5R,7R,8R)-5-(2,4-dioxo-3,4-dihydropyrimidin-1(2H)-yl)-7-fluoro-7-(iodomethyl)-6-oxa-1-thiaspiro[3.4]octan-8-yl benzoate